6-(4-((trifluoromethyl)thio)phenyl)-4,6-diazaspiro[2.4]heptane-5,7-dione FC(SC1=CC=C(C=C1)N1C(NC2(CC2)C1=O)=O)(F)F